9-(2,4-dimethoxybenzyl)-2-(2-isopropylphenyl)-9H-pyridino[4',3':4,5]pyrrolo[2,3-d]pyrimidine COC1=C(CN2C3=C(C4=C2N=C(N=C4)C4=C(C=CC=C4)C(C)C)C=CN=C3)C=CC(=C1)OC